(S)-2-(3-(2-(3,3-difluoropyrrolidin-1-yl)ethyl)-5-methyl-6-oxopyridazin-1(6H)-yl)-4-methylpentanoic acid FC1(CN(CC1)CCC1=NN(C(C(=C1)C)=O)[C@H](C(=O)O)CC(C)C)F